4-cyano-4-(propylsulfonyl-thiocarbonyl)sulfonyl-valeric acid C(#N)C(CCC(=O)O)(C)S(=O)(=O)C(=S)S(=O)(=O)CCC